17α-methylandrostane C[C@H]1[C@]2(C)[C@@H](CC1)[C@@H]1CCC3CCCC[C@]3(C)[C@H]1CC2